(R)-1-acetylpyrazine C(C)(=O)N1CC=NC=C1